(4aR,8aS)-6-[6-[difluoro-[6-(trifluoromethoxy)-3-pyridyl]methyl]-2-azaspiro[3.3]heptane-2-carbonyl]-4,4a,5,7,8,8a-hexahydropyrido[4,3-b][1,4]oxazin-3-one FC(C1CC2(CN(C2)C(=O)N2C[C@@H]3[C@@H](OCC(N3)=O)CC2)C1)(C=1C=NC(=CC1)OC(F)(F)F)F